(2-((5-chloro-2-(4-chloro-1H-1,2,3-triazol-1-yl)phenyl)amino)-2-oxoethylamino)-3-(2-fluorophenyl)propanoate ClC=1C=CC(=C(C1)NC(CNC(C(=O)[O-])CC1=C(C=CC=C1)F)=O)N1N=NC(=C1)Cl